FC1([C@H](C1)C(=O)NC1=CC(=C(N=N1)C(=O)NC([2H])([2H])[2H])NC1=NC=CC=2C=3C([C@H](N(C12)C)C)=NN(N3)C)F |o1:2,28| rel-6-((R)-2,2-difluorocyclopropane-1-carboxamido)-N-(methyl-d3)-4-(((R)-2,4,5-trimethyl-4,5-dihydro-2H-[1,2,3]triazolo[4,5-c][1,7]naphthyridin-6-yl)amino)pyridazine-3-carboxamide